FC1=CC=C(C=C1)P(C1=CC=C(C=C1)F)C1=CC=C(C=C1)F tri(p-fluorophenyl)phosphine